(R)-1-(2,5-difluoropyridin-3-yl)ethyl (4-(5-(2,3-difluoroisonicotinamido)pyridin-2-yl)-1-methyl-1H-1,2,3-triazol-5-yl)carbamate FC=1C(=C(C(=O)NC=2C=CC(=NC2)C=2N=NN(C2NC(O[C@H](C)C=2C(=NC=C(C2)F)F)=O)C)C=CN1)F